3-amino-7-bromo-6-chloro-4-(7-chloro-1H-indazol-4-yl)-1H-quinolin-2-one NC=1C(NC2=CC(=C(C=C2C1C1=C2C=NNC2=C(C=C1)Cl)Cl)Br)=O